Pyridine-3-carboxamide monohydrochloride Cl.N1=CC(=CC=C1)C(=O)N